COC([C@H](CCN(CCCCC1=NC=2NCCCC2C=C1)C)NC(=O)C1CN(C1)C(=O)OC(C)(C)C)=O tert-Butyl (S)-3-((1-methoxy-4-(methyl(4-(5,6,7,8-tetrahydro-1,8-naphthyridin-2-yl)butyl)amino)-1-oxobutan-2-yl)carbamoyl)azetidine-1-carboxylate